Lithium 2-(2-(5-fluoropyridin-2-yl)-6,6-bis(methyl-d3)-6,7-dihydro-4H-pyrazolo[5,1-c][1,4]oxazin-3-yl)-2-hydroxy-4,4,5,5-tetramethyl-1,3,2-dioxaborolan-2-uide FC=1C=CC(=NC1)C1=NN2C(COC(C2)(C([2H])([2H])[2H])C([2H])([2H])[2H])=C1[B-]1(OC(C(O1)(C)C)(C)C)O.[Li+]